1-ethoxyvinyltributyltin C(C)OC(=C)[Sn](CCCC)(CCCC)CCCC